[N+](=O)([O-])C1=C(C)C=C(C=C1)[N+](=O)[O-] 2,5-Dinitrotoluene